F[Sb-](F)(F)(F)(F)F.C1(=CC=CC=C1)C=1C(=C2C=C(C=C3SC=4C=C(C=CC4[N+](=C23)C1)C1=C(C=CC=C1)C)C1=C(C=CC=C1)C)C1=CC=CC=C1 2,3-diphenyl-5,9-ditolylpyrido[3,2,1-kl]phenothiazin-12-ium hexafluoroantimonate